BrC1=CC(=C(C2=CC=CC=C12)N1C=C(C2=CC=CC=C12)C)O 4-Bromo-1-(3-methyl-1H-indol-1-yl)naphthalen-2-ol